P(=O)(OCC([C@H](C[C@H]1C(NCC1)=O)NC(=O)[C@H]1N(C[C@H]2[C@@H]1CCC2)C(=O)C=2NC1=CC=CC(=C1C2)OC)=O)(OC(C)(C)C)OC(C)(C)C (3S)-3-{[(1S,3aR,6aS)-2-(4-methoxy-1H-indole-2-carbonyl)-hexahydro-1H-cyclopenta[c]pyrrol-1-yl]formamido}-2-oxo-4-[(3S)-2-oxopyrrolidin-3-yl]butyl di-tert-butyl phosphate